N-((4-methoxy-1-((6-methoxypyridin-3-yl)sulfonyl)-5-(2,4,6-trifluorophenyl)-1H-pyrrol-3-yl)methyl)methan-d3-amine COC=1C(=CN(C1C1=C(C=C(C=C1F)F)F)S(=O)(=O)C=1C=NC(=CC1)OC)CNC([2H])([2H])[2H]